C1(CCCC1)OC1=C(N)C=C(C(=C1)F)C1=CC=NS1 2-(cyclopentyloxy)-4-fluoro-5-(isothiazol-5-yl)aniline